2,2,2-trifluoroethyl 2-[(2-chloro-4-fluoro-phenyl)methyl-(2-pyridylmethyl)amino]-2-oxo-acetate ClC1=C(C=CC(=C1)F)CN(C(C(=O)OCC(F)(F)F)=O)CC1=NC=CC=C1